bis[N-phenyl-N-(2-pyrenyl)amino]biphenyl C1(=CC=CC=C1)N(C1=CC2=CC=C3C=CC=C4C=CC(=C1)C2=C43)C4=CC=C(C=C4)C4=CC=C(C=C4)N(C4=CC=CC=C4)C4=CC3=CC=C2C=CC=C1C=CC(=C4)C3=C12